FC=1C=C2NC(C(NC2=C(C1C=1C=C(C=C2C(=CNC12)C)F)F)=S)(C)C 6,8-difluoro-7-(5-fluoro-3-methyl-1H-indol-7-yl)-3,3-dimethyl-3,4-dihydroquinoxaline-2(1H)-thione